(1R,2S)-2-[3-({4-[2-(2-chlorophenyl)ethoxy]-2,6-dimethylbenzoyl}amino)-4-(trifluoromethyl)phenyl]Cyclopropane ClC1=C(C=CC=C1)CCOC1=CC(=C(C(=O)NC=2C=C(C=CC2C(F)(F)F)C2CC2)C(=C1)C)C